FMOC-12-Aminododecanoic acid C1=CC=C2C(=C1)C(C3=CC=CC=C32)COC(=O)NCCCCCCCCCCCC(=O)O